C(C1=CC=CC=C1)OC(=O)N1C[C@@H](CC1)COS(=O)(=O)C (R)-3-(((methylsulfonyl)oxy)methyl)pyrrolidine-1-carboxylic acid benzyl ester